FC=1C=C(C=CC1F)[C@H]1[C@@H](CN(C1)CCOC)NC(=O)NC1=C(C(=NN1C=1C=NC=C(C1)C)C=1C=NN(C1)C)C 1-((3S,4R)-4-(3,4-difluorophenyl)-1-(2-methoxyethyl)pyrrolidin-3-yl)-3-(1',4-dimethyl-1-(5-methylpyridin-3-yl)-1H,1'H-[3,4'-bipyrazole]-5-yl)urea